tert-Butyl (5R,6S)-2,2-difluoro-6-methyl-5-(((5-(trifluoromethyl)pyrazin-2-yl)amino)methyl)morpholine-4-carboxylate FC1(CN([C@@H]([C@@H](O1)C)CNC1=NC=C(N=C1)C(F)(F)F)C(=O)OC(C)(C)C)F